BrC1=CC=C(CC(C(=O)NC=2C=CC=C3C=CC=NC23)C=C)C=C1 2-(4-bromobenzyl)-N-(quinolin-8-yl)but-3-enamide